1-Methyl-5-(4,4,5,5-tetramethyl-1,3,2-dioxaborolan-2-yl)-1H-benzo[d]imidazol-2(3H)-one CN1C(NC2=C1C=CC(=C2)B2OC(C(O2)(C)C)(C)C)=O